ClC1=CC2=C(N(C(NC2=O)=O)C2=C(C=CC=C2)S(F)(F)(F)(F)F)N=C1Cl 6,7-Dichloro-1-[2-(pentafluoro-λ6-sulfanyl)phenyl]pyrido[2,3-d]pyrimidine-2,4-dione